columbium manganese [Mn].[Nb]